Methyl 2-((2S,4S)-2-(((tert-butoxycarbonyl)amino)methyl)-5-chloro-2-phenyl-2,3-dihydrobenzofuran-4-yl)-3,4-difluorobenzoate C(C)(C)(C)OC(=O)NC[C@@]1(OC2=C(C1)C(=C(C=C2)Cl)C2=C(C(=O)OC)C=CC(=C2F)F)C2=CC=CC=C2